N=C(NC(NC=1C(=NC=CN1)N(C(OC(C)(C)C)=O)C)=S)C1=NC=C(C=C1)OC(C)C tert-butyl (3-(3-(imino(5-isopropoxypyridin-2-yl)methyl)thioureido) pyrazin-2-yl)(methyl)carbamate